C(#N)C=1C=C2C=C(NC2=CC1)B(O)O 5-CYANO-1H-INDOLE-2-BORONIC ACID